FC=1C(=C(C=CC1F)C1C(OC(C1C)(C(F)(F)F)C)C(=O)N)O 3-(3,4-difluoro-2-hydroxy-phenyl)-4,5-dimethyl-5-(trifluoromethyl)tetrahydrofuran-2-carboxamide